COC=1C=C(C=CC1OC)[C@@H](C1CCN(CC1)C(=O)N1C[C@@H]2[C@@H](OCCN2)CC1)C1=CC=C(C=C1)F |o1:10| (4aR,8aS)-6-(4-((S or R)-(3,4-dimethoxyphenyl)(4-fluorophenyl)methyl)piperidine-1-carbonyl)hexahydro-2H-pyrido[4,3-b]-[1,4]Oxazin